O(C1=CC=CC=C1)C(=O)N(CC(=O)O)C1CCCCC1 N-phenoxycarbonyl-N-cyclohexylglycine